F[C@H]1[C@@H](C1)C(=O)N1[C@H]2CN(C[C@@H]1CC2)C2=NC(=NC=C2)NC=2C=C(C(=NC2)C(=O)NC)C 5-({4-[(1r,5s)-8-{[(1s,2r)-2-fluorocyclopropyl]carbonyl}-3,8-diazabicyclo[3.2.1]oct-3-yl]pyrimidin-2-yl}amino)-N,3-dimethylpyridine-2-carboxamide